C(C)OC(C1=CC=C(C=C1)S(NC(=O)C=1N(C2=CC=C(C=C2C1)OC1=CC(=C(C=C1)Cl)Cl)C)(=O)=O)=O 4-(N-(5-(3,4-dichlorophenoxy)-1-methyl-1H-indole-2-carbonyl)sulfamoyl)benzoic acid ethyl ester